amino-5-((cis)-2,6-dimethylmorpholino)-[2,3'-bipyridine] NC=1C(=NC=C(C1)N1C[C@@H](O[C@@H](C1)C)C)C=1C=NC=CC1